(R)-2-(1-((4'-(1,1,1,3,3,3-hexafluoro-2-hydroxypropan-2-yl)-[1,1'-biphenyl]-4-yl)methyl)-4-(pyridin-4-ylmethyl)piperazin-2-yl)-N-isopropylacetamide FC(C(C(F)(F)F)(O)C1=CC=C(C=C1)C1=CC=C(C=C1)CN1[C@@H](CN(CC1)CC1=CC=NC=C1)CC(=O)NC(C)C)(F)F